6-(4-Fluorophenyl)-N-[(3S)-1-pentylpyrrolidin-3-yl]-1H-indole-2-carboxamide FC1=CC=C(C=C1)C1=CC=C2C=C(NC2=C1)C(=O)N[C@@H]1CN(CC1)CCCCC